CC1(OB(OC1(C)C)C1=CC2=C(N=C(S2)NC(OC(C)(C)C)=O)C=C1)C tert-butyl N-[6-(4,4,5,5-tetramethyl-1,3,2-dioxaborolan-2-yl)-1,3-benzothiazol-2-yl]carbamate